ClC1=CC(=C(C=C1)C1=C2C(=NC(=C1)N1C[C@H](OCC1)C=1C=NN(C1)C)C(N(C2)C)=O)F (R)-4-(4-chloro-2-fluorophenyl)-6-methyl-2-(2-(1-methyl-1H-pyrazol-4-yl)morpholino)-5,6-dihydro-7H-pyrrolo[3,4-b]pyridin-7-one